N-[[6-[2-(3-Fluorophenyl)ethoxy]-2-pyridyl]sulfonyl]-2-(2,2,4-trimethylpyrrolidin-1-yl)pyridin-3-carboxamid FC=1C=C(C=CC1)CCOC1=CC=CC(=N1)S(=O)(=O)NC(=O)C=1C(=NC=CC1)N1C(CC(C1)C)(C)C